C(CC(C(=O)O)N)CN=C(N)N The molecule is an alpha-amino acid that is glycine in which the alpha-is substituted by a 3-guanidinopropyl group. It has a role as a fundamental metabolite. It is an alpha-amino acid, a member of guanidines and a polar amino acid. It contains a 3-carbamimidamidopropyl group. It is a conjugate base of an argininium(1+). It is a conjugate acid of an argininate.